ClC1=CC=C(C=C1)C1N(CCCC1)CC1CCN(CC1)C1=CC(=C(C(=O)NS(=O)(=O)C2=CC(=C(C=C2)NCC2CCOCC2)[N+](=O)[O-])C=C1)OC=1C=NC=C(C1)CO 4-[4-[[2-(4-chlorophenyl)-1-piperidyl]methyl]-1-piperidyl]-2-[[5-(hydroxymethyl)-3-pyridyl]oxy]-N-[3-nitro-4-(tetrahydropyran-4-ylmethylamino)phenyl]sulfonyl-benzamide